FC1=C(C=C(C=C1)[C@@H](C)NC(C1=C(C=CC(=C1)N1CCN(CC1)C)C)=O)C=1C=NN(C1)C N-[(1R)-1-[4-Fluoro-3-(1-methylpyrazol-4-yl)phenyl]ethyl]-2-methyl-5-(4-methylpiperazin-1-yl)benzamide